COC1=C(C=CC(=C1OC)C#CC1=CC=C(C=O)C=C1)C#CC1=CC=C(C=O)C=C1 4,4'-((2,3-dimethoxy-1,4-phenylene)bis-(acetylene-2,1-diyl))dibenzoaldehyde